2-Amino-1-(3-hydroxy-2,6-dimethylphenyl)-5,6-dimethyl-N-((2-oxo-1,2-dihydropyridin-3-yl)methyl)-1H-pyrrolo[2,3-b]pyridine-3-carboxamide NC1=C(C=2C(=NC(=C(C2)C)C)N1C1=C(C(=CC=C1C)O)C)C(=O)NCC=1C(NC=CC1)=O